C(C)(C)(C)OC(=O)N1CCN(CC1)C1=NC(=NC2=C(C(=C(C=C12)OC)Br)F)Cl 4-(7-bromo-2-chloro-8-fluoro-6-methoxyquinazolin-4-yl)piperazine-1-carboxylic acid tert-butyl ester